Tert-Butyl N-(4-Bromopyridin-2-Yl)-N-[3-(4-Methylpiperazin-1-Yl)Propyl]Carbamate BrC1=CC(=NC=C1)N(C(OC(C)(C)C)=O)CCCN1CCN(CC1)C